6-chloro-8-(4-chloro-2-fluoro-phenyl)-3-cyclopropyl-2-methyl-pyrido[3,4-d]pyrimidin-4-one ClC1=CC2=C(N=C(N(C2=O)C2CC2)C)C(=N1)C1=C(C=C(C=C1)Cl)F